4-pyridineformhydrazide N1=CC=C(C=C1)C(=O)NN